C1(=CC=CC=C1)C1=CC(=NC2=C3N=CC=CC3=CC=C12)C1=CC=C(C=C1)C1=NC2=C3N=CC=CC3=CC=C2C(=C1)C1=CC=CC=C1 1,4-bis(4-phenyl-1,10-phenanthroline-2-yl)benzene